C(C(=C)C)(=O)OCCC[Si](OC)(OC)CC γ-methacryloxypropylethyldimethoxysilane